1-(6-(4-fluorophenyl)quinolin-2-yl)piperidine-4-carboxylic acid FC1=CC=C(C=C1)C=1C=C2C=CC(=NC2=CC1)N1CCC(CC1)C(=O)O